C(C)C1=C(C=CC(=C1)CN1CC2(CS(C2)(=O)=O)C1)C1=C(C=C(C=C1)C(C(F)(F)F)(C(F)(F)F)O)C 6-((2-ethyl-4'-(1,1,1,3,3,3-hexafluoro-2-hydroxypropan-2-yl)-2'-methyl-[1,1'-biphenyl]-4-yl)methyl)-2-thia-6-azaspiro[3.3]heptane 2,2-dioxide